3-Tetracosenoic acid C(CC=CCCCCCCCCCCCCCCCCCCCC)(=O)O